1-(4-(3-Chloro-2-methylphenyl)piperazin-1-yl)-2-(3-(4-(fluoromethyl)-4-hydroxypiperidin-1-carbonyl)-4,5,6,7-tetrahydro-1H-indazol-1-yl)ethanon ClC=1C(=C(C=CC1)N1CCN(CC1)C(CN1N=C(C=2CCCCC12)C(=O)N1CCC(CC1)(O)CF)=O)C